9,10-bis(methoxycarbonylnonyloxy)anthracene COC(=O)CCCCCCCCCOC=1C2=CC=CC=C2C(=C2C=CC=CC12)OCCCCCCCCCC(=O)OC